(2-Ethoxyphenyl)-hydrazine C(C)OC1=C(C=CC=C1)NN